CC1=CC(NC2=CC(=CC=C12)C#N)=O 4-methyl-2-oxo-1,2-dihydroquinoline-7-carbonitrile